C1(=CC=CC=C1)[O-].C1(=CC=CC=C1)[O-].[B+2] boron bisphenolate